N-(1-(6-(2-(3-oxa-9-azabicyclo-[3.3.1]nonan-9-yl)thiazol-4-yl)-2,3-difluorophenoxy)-2-oxo-6,9,12-trioxa-3-azatetradecan-14-yl)-4-(2,4-dioxotetrahydropyrimidin-1(2H)-yl)-benzamide C12COCC(CCC1)N2C=2SC=C(N2)C2=CC=C(C(=C2OCC(NCCOCCOCCOCCNC(C2=CC=C(C=C2)N2C(NC(CC2)=O)=O)=O)=O)F)F